C(C)(=O)C1=C(C=C(C=C1)Cl)C1=CC(N(C=C1OC)[C@H](C(=O)NC1=CC(=C(C(=O)NS(=O)(=O)C)C=C1)F)CC1=CC=NC=C1)=O (S)-4-(2-(4-(2-acetyl-5-chlorophenyl)-5-methoxy-2-oxopyridin-1(2H)-yl)-3-(pyridin-4-yl)propanamido)-2-fluoro-N-(methylsulfonyl)benzamide